ClC1=NC(=NC(=N1)C1(CC(NC(C1)(C)C)(C)C)NC1CCCCC1)C1(CC(NC(C1)(C)C)(C)C)NC1CCCCC1 2-chloro-4,6-bis(4-cyclohexylamino-2,2,6,6-tetramethyl-4-piperidinyl)-1,3,5-triazine